9,9-bis(3-hydroxyphenanthryl)-4,5-di(9-phenanthryl)fluorene OC=1C=C(C=2C=CC3=CC=CC=C3C2C1)C1(C2=CC=CC(=C2C=2C(=CC=CC12)C=1C2=CC=CC=C2C=2C=CC=CC2C1)C=1C2=CC=CC=C2C=2C=CC=CC2C1)C1=CC(=CC=2C3=CC=CC=C3C=CC12)O